6-bromo-7-(trifluoromethyl)-1,2,3,4-tetrahydro-1,5-naphthyridine BrC=1N=C2CCCNC2=CC1C(F)(F)F